Methyl 3-(2,3,4,6-tetra-O-acetyl-α-D-mannopyranosyl)propanoate C(C)(=O)O[C@@H]1[C@H](O[C@@H]([C@H]([C@@H]1OC(C)=O)OC(C)=O)COC(C)=O)CCC(=O)OC